2-amino-2-[4-(3-benzyloxyphenylthio)-2-chloro-phenyl]ethyl-propane-1,3-diol hydrochloride Cl.NC(CC(CCO)O)C1=C(C=C(C=C1)SC1=CC(=CC=C1)OCC1=CC=CC=C1)Cl